trans-1-(4-(3,4-dihydroisoquinolin-2(1H)-yl)-3-hydroxypiperidin-1-yl)(2-(pyridin-4-yl)pyrimidin-4-yl)methanone C1N(CCC2=CC=CC=C12)[C@H]1[C@@H](CN(CC1)C(=O)C1=NC(=NC=C1)C1=CC=NC=C1)O